2-[(3-methyl-4-phenylphenyl)oxy]-5-[(2-nitrophenyl)amino]benzoic acid CC=1C=C(C=CC1C1=CC=CC=C1)OC1=C(C(=O)O)C=C(C=C1)NC1=C(C=CC=C1)[N+](=O)[O-]